C(C)(C)N1N=C(C=C1)C1=C(C2=C(N=C(N=C2N[C@H]2C[C@H](CC2)OC)C2=NC=CC=C2)S1)C |r| Rac-6-(1-isopropyl-1H-pyrazol-3-yl)-N-((1R,3S)-3-methoxycyclopentyl)-5-methyl-2-(pyridine-2-yl)thieno[2,3-d]pyrimidin-4-amine